Cl.ClC1=CC(=CC=2C3=CC=CC=C3C(NC12)=O)O 4-chloro-2-hydroxy-6(5H)-phenanthridinone hydrochloride